CN1C(C2=C(C(=C1)C=1C=C(C=NC1OC1COCC1)S(=O)(=O)N)C=CN2)=O 5-(6-methyl-7-oxo-6,7-dihydro-1H-pyrrolo[2,3-c]pyridin-4-yl)-6-(tetrahydrofuran-3-yloxy)pyridine-3-sulfonamide